C(CCCC)N normalpentylamine